(7S)-2-(((1-(4-fluoro-2-(trifluoromethyl)benzyl)-1H-pyrazol-4-yl)methyl)amino)-4,7,8-trimethyl-7,8-dihydropteridin-6(5H)-one FC1=CC(=C(CN2N=CC(=C2)CNC2=NC=3N([C@H](C(NC3C(=N2)C)=O)C)C)C=C1)C(F)(F)F